ClC=1C(=C(SC1Cl)C(=O)OC)O methyl 4,5-dichloro-3-hydroxythiophene-2-carboxylate